4-((2-((3R,4S)-3-amino-4-fluoropiperidin-1-yl)-1H-benzo[d]imidazol-1-yl)methyl)benzonitrile N[C@@H]1CN(CC[C@@H]1F)C1=NC2=C(N1CC1=CC=C(C#N)C=C1)C=CC=C2